FC(C1=CC=C(CN2C(C(C3=CC=C(C=C23)Cl)=O)=O)C=C1)(F)F (4-trifluoromethyl-benzyl)-6-chloro-indoline-2,3-dione